CC1=C(C=CC=C1C)N1CCN(C2(CC2)C1)C(CN1N=C(C2=C1CCC2)C(=O)N2CC(C(CC2)O)F)=O 1-[7-(2,3-Dimethylphenyl)-4,7-diazaspiro[2.5]octan-4-yl]-2-[3-(3-fluoro-4-hydroxypiperidin-1-carbonyl)-5,6-dihydro-4H-cyclopenta[c]pyrazol-1-yl]ethanon